(R)-6-(6-Chloro-1H-pyrrolo[2,3-b]pyridin-4-yl)-7-methyl-4-((1S,5R)-(3-endo)-8-(methylsulfonyl)-8-azabicyclo[3.2.1]octan-3-yl)-5,6,7,8-tetrahydropyrido[4,3-d]pyrimidine ClC1=CC(=C2C(=N1)NC=C2)N2CC1=C(N=CN=C1C1C[C@@H]3CC[C@H](C1)N3S(=O)(=O)C)C[C@H]2C